4-bromo-7-(3-methyl-2,6-dioxopiperidin-3-yl)-1,3-dihydroimidazo[4,5-e]isoindole-2,6,8(7H)-trione BrC1=C2C(=C3C(N(C(C3=C1)=O)C1(C(NC(CC1)=O)=O)C)=O)NC(N2)=O